Tert-butyl-5-(trifluoromethylsulfonyloxy)-3,3a,6,6a-tetrahydro-1H-cyclopenta[c]pyrrole-2-carboxylate C(C)(C)(C)OC(=O)N1CC2C(C1)C=C(C2)OS(=O)(=O)C(F)(F)F